2-bromo-6-(4-cyclopropyl-4H-1,2,4-triazol-3-yl)pyridine BrC1=NC(=CC=C1)C1=NN=CN1C1CC1